BrC=1C(=NOC1C)C 4-bromo-3,5-dimethyl-isoxazole